3-mercapto-propyltrimethoxysilane SCCC[Si](OC)(OC)OC